o-Tolyl 3-(N-(2-oxo-2-((2-(phenylthio)phenyl)amino)ethyl)methylsulfonamido)benzoate O=C(CN(S(=O)(=O)C)C=1C=C(C(=O)OC2=C(C=CC=C2)C)C=CC1)NC1=C(C=CC=C1)SC1=CC=CC=C1